(R)-(2-(1-((tert-butylsulfinyl)amino)-cyclobutyl)pyrimidin-5-yl)boronic acid C(C)(C)(C)[S@@](=O)NC1(CCC1)C1=NC=C(C=N1)B(O)O